ClC1=NC=C(C(=N1)NC1=CC(=CC=C1)NC(C(C)(C)C)=O)C 2-Chloro-5-methyl-N4-[3-(2,2-dimethylpropanamido)phenyl]pyrimidin-4-amine